O=C1O[C@@H]2OC(=C[C@H]3[C@@H]2C=C[C@H]31)C=O (1S,4aS,5R,7aS)-8-oxo-1,4a,5,7a-tetrahydro-1,5-(epoxymethano)cyclopenta[c]pyran-3-carbaldehyde